C(C)(C)(C)OC(=O)N(S(=O)(=O)CC)C1C(N(CC1)C(=O)OC(C)(C)C)CC=1C(=C(C=CC1)C1=CC=CC=C1)O tert-butyl 3-(N-(tert-butoxycarbonyl)ethylsulfonamido)-2-((2-hydroxy-[1,1'-biphenyl]-3-yl)methyl)pyrrolidine-1-carboxylate